F[C@@]1(C(NCCN1)=O)C(=O)O[C@@H]1[C@H](CC[C@@H](C1)C)C(C)C (1S,2R,5S)-5-methyl-2-(propan-2-yl)cyclohexyl (3S)-3-fluoro-2-oxopiperazine-3-carboxylate